4-((4-(Chloromethyl)-3-methylbenzyl)amino)-2-(2,6-dioxopiperidin-3-yl)isoindoline-1,3-dione ClCC1=C(C=C(CNC2=C3C(N(C(C3=CC=C2)=O)C2C(NC(CC2)=O)=O)=O)C=C1)C